5-(tert-butoxy)-5-oxopent-3-en-2-yl benzoate C(C1=CC=CC=C1)(=O)OC(C)C=CC(=O)OC(C)(C)C